3-methylsulfanylpropan-1-yl acetate C(C)(=O)OCCCSC